BrC=1N=CC=2N(C1)C=C(N2)[C@@H]2N(CC1(CC1)C2)C(=O)OC(C)(C)C tert-butyl (6R)-6-(6-bromoimidazo[1,2-a]pyrazin-2-yl)-5-azaspiro[2.4]heptane-5-carboxylate